N-(1-methyl-5-((4-(4-methylpiperidin-1-yl)phenyl)amino)-1H-indazol-3-yl)acetamide CN1N=C(C2=CC(=CC=C12)NC1=CC=C(C=C1)N1CCC(CC1)C)NC(C)=O